C1(CC1)C1=CC=C(C=C1)NC(=O)N1[C@@H](CCC1)C(=O)NC1=CC=C(C=C1)C1=CC=C(C=C1)C(=O)O |r| 4'-({1-[(4-cyclopropylphenyl)carbamoyl]-DL-prolyl}amino)[1,1'-biphenyl]-4-carboxylic acid